C(C1=CC=CC=C1)C1=C(C2=CC=CC=C2C=C1)S(=O)(=O)O benzylnaphthalenesulfonic acid